C(N)(=O)C1[C@H]2CN(C[C@@H]12)C1=CC2=C(C[C@@](O2)(C)CO)C=C1NC(=O)C=1C=NN2C1N=CC=C2 N-((S)-6-((1R,5S,6R)-6-carbamoyl-3-azabicyclo[3.1.0]hexan-3-yl)-2-(hydroxymethyl)-2-methyl-2,3-dihydrobenzofuran-5-yl)pyrazolo[1,5-a]pyrimidine-3-carboxamide